tert-butyl 9-(5-aminopyridin-2-yl)-3,9-diazaspiro[5.5]undecane-3-carboxylate NC=1C=CC(=NC1)N1CCC2(CCN(CC2)C(=O)OC(C)(C)C)CC1